5-((2-(2,6-dioxopiperidin-3-yl)-3-oxoisoindolin-5-yl)oxy)pentanamide [6-(2-methyl-4-pyridyl)-3,6-dihydro-2H-pyran-4-yl]trifluoromethanesulfonate persulfate disodium [Na+].[Na+].S(=O)(=O)([O-])OOS(=O)(=O)[O-].CC1=NC=CC(=C1)C1C=C(CCO1)OS(=O)(=O)C(F)(F)F.O=C1NC(CCC1N1CC2=CC=C(C=C2C1=O)OCCCCC(=O)N)=O